N-(1-((1r,2r)-2-methylcyclopropyl)-2-oxo-1,2-dihydropyridin-3-yl)imidazo[1,2-a]Pyrimidine-6-carboxamide C[C@H]1[C@@H](C1)N1C(C(=CC=C1)NC(=O)C=1C=NC=2N(C1)C=CN2)=O